NC=1C=C(C=C(C1)C(F)(F)F)[C@@H](C)NC1=NC(=NC2=CC(=C(C=C12)OCC1(CC1)CN1CCOCC1)OC)C (R)-N-(1-(3-amino-5-(trifluoromethyl)phenyl)ethyl)-7-methoxy-2-methyl-6-((1-(morpholinomethyl)cyclopropyl)methoxy)quinazolin-4-amine